BrC1=C(N=C2N1C=CC=C2)C 3-bromo-2-methylimidazo[1,2-a]pyridine